C(CCC)S\C=C\C1=C(C=CC=C1)C (E)-butyl(2-methylstyryl)sulfane